3-[2-(4-chloro-3-fluorophenoxy)acetamido]-N-[(5-methylpyridin-2-yl)methyl]bicyclo[1.1.1]pentane-1-carboxamide ClC1=C(C=C(OCC(=O)NC23CC(C2)(C3)C(=O)NCC3=NC=C(C=C3)C)C=C1)F